Dimethyl-bis(3-aminophenyl)silane C[Si](C1=CC(=CC=C1)N)(C1=CC(=CC=C1)N)C